N-(2'-Hydroxy-3'-(3-(piperazin-1-yl)isoxazol-5-yl)-[1,1'-biphenyl]-4-yl)propionamide 2,2,2-trifluoroacetate FC(C(=O)O)(F)F.OC1=C(C=CC=C1C1=CC(=NO1)N1CCNCC1)C1=CC=C(C=C1)NC(CC)=O